2-(pyrrolidin-2-yl)-propan-2-ol N1C(CCC1)C(C)(C)O